4-[(hydroxyethylsulphonyl)-phenylazo]-naphthalen-2-sulphonat OCCS(=O)(=O)C1=C(C=CC=C1)N=NC1=CC(=CC2=CC=CC=C12)S(=O)(=O)[O-]